2-(1-(2-fluorobenzyl)-5-(isoxazol-3-yl)-1H-pyrazol-3-yl)pyrimidin-5-amine FC1=C(CN2N=C(C=C2C2=NOC=C2)C2=NC=C(C=N2)N)C=CC=C1